dimethyl chlorophosphite P(OC)(OC)Cl